Cl.N1=CC(=CC=C1)B(O)O PYRIDINE-3-BORONIC ACID HCL